9,9'-(2,5-dibromo-1,4-phenylene)bis[9H-carbazole] BrC1=C(C=C(C(=C1)N1C2=CC=CC=C2C=2C=CC=CC12)Br)N1C2=CC=CC=C2C=2C=CC=CC12